(6-cyclopropylpyrazolo[1,5-a]pyrimidin-2-yl)[(3R,3'R)-3'-hydroxy-1,4-dihydro-1'H,2H-spiro[isoquinoline-3,4'-piperidin]-1'-yl]methanone C1(CC1)C=1C=NC=2N(C1)N=C(C2)C(=O)N2C[C@H]([C@@]1(CC2)NCC2=CC=CC=C2C1)O